2-(difluoromethyl)-5-(5-fluoro-6-((4-(3-((3R,5S)-3,4,5-trimethylpiperazin-1-yl)phenyl)-1H-1,2,3-triazol-1-yl)methyl)pyridin-3-yl)-1,3,4-oxadiazole FC(C=1OC(=NN1)C=1C=NC(=C(C1)F)CN1N=NC(=C1)C1=CC(=CC=C1)N1C[C@H](N([C@H](C1)C)C)C)F